NC=1C(=NC(=CN1)C1CCOCC1)C1=CC=C2CN(C(C2=C1)=O)[C@@H](C(=O)O)C (R)-2-(6-(3-amino-6-(tetrahydro-2H-pyran-4-yl)pyrazin-2-yl)-1-oxoisoindolin-2-yl)propionic acid